6-(pyrazin-2-yl)-2H-pyrazolo[3,4-d]pyrimidin-4-amine N1=C(C=NC=C1)C=1N=C(C=2C(N1)=NNC2)N